O=C1COCC12CCN(CC2)C(=O)OC(C)(C)C tert-Butyl 4-oxo-2-oxa-8-azaspiro[4.5]decane-8-carboxylate